2-(3-phenylbicyclo[1.1.1]pent-1-yl)ethan-1-ol C1(=CC=CC=C1)C12CC(C1)(C2)CCO